glutaconic anhydride C1(C=CCC(=O)O1)=O